4-amino-1-methyl-1H-pyrazol NC=1C=NN(C1)C